N-cyclohexyl-P-toluenesulfonamide CC1=CC=C(C=C1)S(=O)(=O)NC2CCCCC2